(-)-(9,9-dimethyl-9H-xanthene-4,5-diyl)bis((4-methoxyphenyl)(phenyl)phosphine) CC1(C2=CC=CC(=C2OC=2C(=CC=CC12)P(C1=CC=CC=C1)C1=CC=C(C=C1)OC)P(C1=CC=CC=C1)C1=CC=C(C=C1)OC)C